BrC=1C(=NC=C(C(=O)O)C1)O 5-bromo-6-hydroxynicotinic acid